2-methyl-3-((2-(oxetan-3-yloxy)pyrimidin-5-yl)methyl)naphthalene-1,4-dione CC=1C(C2=CC=CC=C2C(C1CC=1C=NC(=NC1)OC1COC1)=O)=O